Cl.NC1CC2CCC(C1)N2C(=O)C2=CC(=C(S2)C2=CC(=C(OCCCCCCC(=O)NO)C=C2)O)C2=CC(=C(C=C2)C#N)F 7-(4-(5-(3-amino-8-azabicyclo[3.2.1]octane-8-carbonyl)-3-(4-cyano-3-fluorophenyl)thiophen-2-yl)-2-hydroxyphenoxy)-N-hydroxyheptanamide hydrochloride